N1CCC2(CC1)CC1=C(C=CC=C1C2)C#N dihydrospiro[indene-2,4'-piperidine]-7-carbonitrile